5-chloro-N-((5-chloro-2-fluorophenyl)sulfonyl)-4-(cyclopentylmethoxy)-2-fluorobenzamide ClC=1C(=CC(=C(C(=O)NS(=O)(=O)C2=C(C=CC(=C2)Cl)F)C1)F)OCC1CCCC1